5-methoxy-[1,2,4]triazolo[4,3-a]pyridine-7-carboxylic acid COC1=CC(=CC=2N1C=NN2)C(=O)O